Cl.N[C@H]1CC[C@@H](OC1)CN1CCC2(CN(C2)C2=NC=NC=C2OC2=C(C(=O)N([C@H]3COCC3)C(C)C)C=C(C=C2)F)CC1 ((4-(7-(((2R,5S)-5-aminotetrahydro-2H-pyran-2-yl)methyl)-2,7-diazaspiro[3.5]non-2-yl)pyrimidin-5-yl)oxy)-5-fluoro-N-isopropyl-N-((R)-tetrahydrofuran-3-yl)benzamide hydrochloride